(3-methoxy-1-methyl-1H-pyrazol-4-yl)methanol COC1=NN(C=C1CO)C